NC1=C(C=CC2=CC=CC=C12)N=NC=1C=NC(=CC1)C1=CC=C(C=C1)Cl 4-amino-3-[6-(4-chlorophenyl)pyridine-3-ylazo]naphthalene